(S)-5-chloro-7-methyl-N-(1,1,1-trifluoropropan-2-yl)pyrazolo[1,5-a]Pyrimidine-3-carboxamide ClC1=NC=2N(C(=C1)C)N=CC2C(=O)N[C@H](C(F)(F)F)C